C(C)(C)N1N=CC(=C1)C=1C=C(CN2CCC3(CC2)COC2=CC=4C(N(CC4C=C23)C2C(NC(CC2)=O)=O)=O)C=CC1 3-(1'-(3-(1-isopropyl-1H-pyrazol-4-yl)benzyl)-7-oxo-5,7-dihydro-2H,6H-spiro[furo[2,3-f]isoindole-3,4'-piperidin]-6-yl)piperidine-2,6-dione